N-(benzo[d][1,3]dioxol-5-ylmethyl)-1H-1,2,4-triazole-3-carboxamide O1COC2=C1C=CC(=C2)CNC(=O)C2=NNC=N2